C(C)(C)(C)OC(=O)C1=CC=C(C=C1)NC1=CC=NC(=C1)Cl 4-((4-(tert-butoxycarbonyl)phenyl)amino)-6-chloropyridine